7-(6-methoxy-5-{3-[(4-methylphenyl)methyl]piperidine-1-carbonyl}pyridin-3-yl)-5-(trifluoromethyl)pyrrolo[2,1-f][1,2,4]triazin-4-amine COC1=C(C=C(C=N1)C1=CC(=C2C(=NC=NN21)N)C(F)(F)F)C(=O)N2CC(CCC2)CC2=CC=C(C=C2)C